COC(=O)C1=C(C2=C(C3=NC=C(C=C3N2C(C2CCOCC2)C2=CC=CC=C2)C2=C(N=NN2C)C)S1)Cl 3-Chloro-6-(1,4-dimethyl-1H-1,2,3-triazol-5-yl)-4-(phenyl-(tetrahydro-2H-pyran-4-yl)methyl)-4H-thieno[2',3':4,5]Pyrrolo[3,2-b]Pyridine-2-carboxylic acid methyl ester